3-(7-Azabicyclo[2.2.1]heptan-7-yl)-3-thioxopropanenitrile C12CCC(CC1)N2C(CC#N)=S